ClC1=CC=C2C=3C=CC(=CC3NC2=C1)CC(=O)NC1=CC=C(C=C1)CO 2-(7-chloro-9H-carbazol-2-yl)-N-(4-(hydroxymethyl)phenyl)acetamide